Sodium 2-[(2-aminoethyl)amino]ethanesulphonate NCCNCCS(=O)(=O)[O-].[Na+]